N-Boc-4-hydroxyoxypiperidine C(=O)(OC(C)(C)C)N1CCC(CC1)OO